C(C)OC(=O)C=1C[C@H]2O[C@@H]2[C@H](C1)OC(CC)CC (1R,5S,6S)-5-(pentane-3-oxy)-7-oxabicyclo[4.1.0]hept-3-ene-3-carboxylic acid ethyl ester